C1(=C(C=CC=C1)C=1C(=NN=NC1)C1=C2C(=CC=C1C1=CC=CC=C1)N=C1C=CC3=C4C=CC=CC4=NC3=C12)C1=CC=CC=C1 (biphenylyl)(phenylindolocarbazolyl)triazine